O=C1N(CC2=CC(=CC=C12)CN1CCN(CC1)C=1C=NC=CC1)C1C(NC(CC1)=O)=O 3-(1-oxo-5-((4-(pyridin-3-yl)piperazin-1-yl)methyl)isoindolin-2-yl)piperidine-2,6-dione